1,5,6-trivinyl-3,7-diethylnaphthalene C(=C)C1=CC(=CC2=C(C(=C(C=C12)CC)C=C)C=C)CC